OC1=CC=C(C=C1)C(/C=C/C1=CC(=C(OCC(=O)NC2=CC=CC=C2)C=C1)OC)=O 2-[4-[(E)-3-(4-Hydroxyphenyl)-3-oxoprop-1-enyl]-2-methoxyphenoxy]-N-phenylacetamide